Cl.NC1=CN(C=2N=CN(C(C21)=O)CC(F)(F)F)C 5-Amino-7-methyl-3-(2,2,2-trifluoroethyl)-3,7-dihydro-4H-pyrrolo[2,3-d]pyrimidin-4-one hydrochloride